NC1=CC(=C(C(=N1)Cl)Cl)SC=1N=CC(=NC1)N1CCC2([C@@H]([C@@H](OC2)C)N)CC1 (3S,4S)-8-(5-((6-amino-2,3-dichloropyridin-4-yl)thio)pyrazin-2-yl)-3-methyl-2-oxa-8-azaspiro[4.5]decan-4-amine